[N+](=O)([O-])C(=CC1=COC2=C1C=CC=C2)C 3-(2-nitroprop-1-en-1-yl)benzofuran